N-ethyl-5-fluoro-2-[(3-iodo-1H-indazol-6-yl)sulfanyl]benzamide (s)-3-hydroxybutyrate O[C@H](CC(=O)O)C.C(C)NC(C1=C(C=CC(=C1)F)SC1=CC=C2C(=NNC2=C1)I)=O